CN(C(=O)C=1C=C(C2=C(NC(=N2)C)C1)OC(C(C)(C)C)=O)C N,N,2-trimethyl-4-pivaloyloxy-1H-benzo[d]imidazole-6-carboxamide